ClC1=C(C=C(C=C1)S(=O)(=O)N[C@@H](CCC(=O)NCC(=O)N[C@@H](CC1=CC=NC=C1)C(=O)N[C@@H](C(C)(C)C)C(=O)NCCC)C(=O)O)C(F)(F)F N-[4-chloro-3-(trifluoromethyl)benzene-1-sulfonyl]-L-γ-glutamylglycyl-3-(pyridin-4-yl)-L-alanyl-3-methyl-N-propyl-L-valinamide